ClC=1C=C(C=CC1)C(CO)(C)NC1=NC2=C(N1)C(=CC=C2)CNC(=O)N2OCCC2 (+)-N-((2-((2-(3-chlorophenyl)-1-hydroxypropan-2-yl)amino)-1H-benzo[d]imidazol-7-yl)methyl)isoxazolidine-2-carboxamide